C(C)SC1=NC(=CC(=C1C(=O)NCCCC(F)(F)F)C)N1CCOCC1 2-Ethylsulfanyl-4-methyl-6-morpholin-4-yl-N-(4,4,4-trifluoro-butyl)-pyridine-3-carboxylic acid amide